C1(CC1)C(=O)NC1=NC=CC(=C1)C1=CNC2=C(C=CC=C12)NC(C1=CC(=CC(=C1)F)F)=O N-(3-(2-(Cyclopropancarboxamido)pyridin-4-yl)-1H-indol-7-yl)-3,5-difluorobenzamid